(1R,2S,5S,6R)-N-{(1S)-1-cyano-2-[(3S)-2-oxopyrrolidin-3-yl]ethyl}-6-(hydroxymethyl)-6-methyl-3-[3-methyl-N-(trifluoroacetyl)-L-valyl]-3-azabicyclo[3.1.0]hexane-2-carboxamide C(#N)[C@H](C[C@H]1C(NCC1)=O)NC(=O)[C@@H]1[C@H]2[C@]([C@H]2CN1C([C@@H](NC(C(F)(F)F)=O)C(C)(C)C)=O)(C)CO